CC(C)CC(CC)C 2,4-Dimethylhexane